CC=1C=C(C(=C(C1)OC)OC)OC 5-methyl-1,2,3-trimethoxybenzene